4-[3-(1-ethyl-3-methyl-1H-pyrazol-5-yl)-1H-1,2,4-triazol-5-yl]-1-[2-(5-oxa-2-azaspiro[3.4]octan-2-yl)ethyl]-1H-indazole-6-carboxamide C(C)N1N=C(C=C1C1=NNC(=N1)C1=C2C=NN(C2=CC(=C1)C(=O)N)CCN1CC2(C1)OCCC2)C